ClC1=C(C=2N=C(N=C(C2C=N1)N1CC2(CCC(C1)C2)COCCOC)OC[C@]21CCCN1C[C@@H](C2)F)F 7-chloro-8-fluoro-2-(((2R,7aS)-2-fluorotetrahydro-1H-pyrrolizin-7a(5H)-yl)methoxy)-4-(1-((2-methoxyethoxy)methyl)-3-azabicyclo[3.2.1]octan-3-yl)pyrido[4,3-d]pyrimidine